COC1=C(C=C(C=C1)N1CCC(CC1)COC)S(=O)(=O)N 2-methoxy-5-(4-(methoxymethyl)piperidin-1-yl)benzenesulfonamide